NC1CCN(CC1)C1=CC(=C(C=N1)C1=CC(=C(C=C1)C)O)O 6-(4-aminopiperidin-1-yl)-4-hydroxy-3-(3-hydroxy-4-methylphenyl)pyridin